4-(trifluoromethyl)benzoate FC(C1=CC=C(C(=O)[O-])C=C1)(F)F